FC(C=1C=C(C=C(C1)C(F)(F)F)NC(CCCCCCCCC)=O)(F)F N-[3,5-bis(trifluoromethyl)phenyl]decanamide